C[Si](CCOCN1C2=C(C=3C=CC=CC13)CCN1CCCC2C1)(C)C 8-((2-(trimethylsilyl)ethoxy)methyl)-1,4,5,6,7,8-hexahydro-2H-3,7-methanoazonino[5,4-b]indole